3-isobutyl-1-methyl-3,7-dihydro-1H-purine-2,6-dione C(C(C)C)N1C(N(C(C=2NC=NC12)=O)C)=O